3-[(2S,3R)-3-methoxy-2-[(2,2,2-trifluoroacetyl)amino]butanoyl]-6,6-dimethyl-3-azabicyclo[3.1.0]hexane-2-carboxamide CO[C@@H]([C@@H](C(=O)N1C(C2C(C2C1)(C)C)C(=O)N)NC(C(F)(F)F)=O)C